ClC1=C(C=CC=C1)N1N=C(C=C1C1=CC(=CC=C1)OCC1CCC1)C(=O)OC Methyl 1-(2-chlorophenyl)-5-[3-(cyclobutyl-methoxy)phenyl]-1H-pyrazole-3-carboxylate